C(C)(C)(C)OC(=O)NCCCCCCCNC1=C2CN(C(C2=CC=C1)=O)C1C(N(C(CC1)=O)CC(=O)OC(C)(C)C)=O tert-butyl 2-(3-(4-((7-((tert-butoxycarbonyl)amino)heptyl)amino)-1-oxoisoindolin-2-yl)-2,6-dioxopiperidin-1-yl)acetate